ClC=1C=C(C=C(C1OC=1N=NC(=C(C1)C(C)C)Cl)Cl)B(O)O 3,5-dichloro-4-((6-chloro-5-isopropylpyridazin-3-yl)oxy)phenylboronic acid